S(=O)(=O)(O)C1=C(C=CC2=CC(=CC=C12)C(=O)O)C(=O)O.[Na] sodium sulfo-2,6-naphthalenedicarboxylic acid